2-(7-(3-chloro-5-fluorophenyl)-2-(ethylsulfonyl)pyrazolo[1,5-a]pyrimidin-3-yl)-3-methyl-6-(trifluoromethyl)-3H-imidazo[4,5-b]pyridine ClC=1C=C(C=C(C1)F)C1=CC=NC=2N1N=C(C2C2=NC=1C(=NC=C(C1)C(F)(F)F)N2C)S(=O)(=O)CC